C=C(C(=O)OC1CCN(CC1)S(=O)(=O)C)CC(N[C@@H](C)C1=CC=C(C=C1)C(F)(F)F)=O 1-(methylsulfonyl)piperidin-4-yl (S)-2-methylene-4-oxo-4-((1-(4-(trifluoromethyl)phenyl)ethyl)amino)butanoate